C1(CC1)C1=NC=CC=C1C=1C=C2C(=CN1)N(C=C2)C(=O)OC(C)(C)C tert-butyl 5-(2-cyclopropylpyridin-3-yl)pyrrolo[2,3-c]pyridine-1-carboxylate